NC=1N=C(C(=NC1CN)C=1C=CC(N(C1)C)=O)C1=CC=C(C=C1)F 5-(5-amino-6-(aminomethyl)-3-(4-fluorophenyl)pyrazin-2-yl)-1-methylpyridin-2(1H)-one